C(C)(C)(C)OC(=O)ON(C(OC(C)(C)C)=O)CC=1SC=C(C1)C(N)=N tert-butyl ((tert-butoxycarbonyl)oxy)((4-carbamimidoylthiophen-2-yl)methyl)carbamate